1-Methyl-3-(6-methylpyrimidin-4-ylamino)-5-(4,4,5,5-tetramethyl-1,3,2-dioxaborolan-2-yl)pyridin-2(1H)-one CN1C(C(=CC(=C1)B1OC(C(O1)(C)C)(C)C)NC1=NC=NC(=C1)C)=O